(3R,4S)-3-((R)-8-fluoro-5H-imidazo[5,1-a]isoindol-5-yl)-1-(methylsulfonyl)piperidin-4-ol FC1=CC=C2[C@H](N3C(C2=C1)=CN=C3)[C@H]3CN(CC[C@@H]3O)S(=O)(=O)C